m-(methylamino)phenol CNC=1C=C(C=CC1)O